C=CC1=C(CCCCCCCCCCCCCC)O1 3,4-epoxy-octadecadiene